OC(CO)C1=C2N=CC=NC2=C(C=C1CNC(C=C)=O)C1=CC=C(C=C1)OC(F)(F)F N-((5-(1,2-dihydroxyethyl)-8-(4-(trifluoromethoxy)phenyl)quinoxalin-6-yl)methyl)acrylamide